tert-butyl 2-[(2S,5S,8S,11S)-4,7,10-tris(2-tert-butoxy-2-oxo-ethyl)-2,5,8,11-tetraethyl-1,4,7,10-tetrazacyclododec-1-yl]acetate C(C)(C)(C)OC(CN1C[C@@H](N(C[C@@H](N(C[C@@H](N(C[C@@H]1CC)CC(OC(C)(C)C)=O)CC)CC(OC(C)(C)C)=O)CC)CC(=O)OC(C)(C)C)CC)=O